ClC1=CC(=C(COC2=NC(=CC=C2)COC2CCNCC2)C=C1)F 2-((4-Chloro-2-fluorobenzyl)oxy)-6-((piperidin-4-oxy)methyl)pyridine